FC(OC1=CC2=C(N=C(O2)C=2C(=C(C=CC2)C2=C(C(=CC=C2)C2=CC=C(C=C2)CN2CC(CC2)F)C)C)C=C1CN1[C@@H](CCC1)C(=O)O)F ((6-(Difluoromethoxy)-2-(4''-((3-fluoropyrrolidin-1-yl)methyl)-2,2'-dimethyl-[1,1':3',1''-terphenyl]-3-yl)benzo[d]oxazol-5-yl)methyl)proline